COC1=C(C=C(C=C1)C=1C=C(N(S(N1)(=O)=O)CCC)C(=O)NC1=NC(=CC=C1)C(F)(F)F)C 5-(4-methoxy-3-methylphenyl)-1,1-dioxo-2-propyl-N-[6-(trifluoromethyl)pyridin-2-yl]-2H-1λ6,2,6-thiadiazine-3-carboxamide